ClC1=CN=C2N1C=C(C=C2C(=O)NC=2C=NC=C(C2)C2(CC(C2)C)C2=NN=CN2C)CN[C@@H](C)C2CC2 3-chloro-6-((((S)-1-cyclopropylethyl)amino)methyl)-N-(5-((1s,3R)-3-methyl-1-(4-methyl-4H-1,2,4-triazol-3-yl)cyclobutyl)pyridin-3-yl)imidazo[1,2-a]pyridine-8-carboxamide